4-[(3R)-3-amino-3-(hydroxymethyl)pyrrolidin-1-yl]-N-{bicyclo[1.1.1]pentan-1-yl}-6-cyano-5-(3,5-difluorophenyl)pyridine-3-carboxamide N[C@]1(CN(CC1)C1=C(C=NC(=C1C1=CC(=CC(=C1)F)F)C#N)C(=O)NC12CC(C1)C2)CO